tert-Butyl(2-(3-((2,2-dimethyl-2,3-dihydrofuro[2,3-c]pyridin-5-yl)(imino)methyl) thioureido)pyridin-3-yl)(methyl)carbamate C(C)(C)(C)OC(N(C)C=1C(=NC=CC1)NC(=S)NC(=N)C=1C=C2C(=CN1)OC(C2)(C)C)=O